ClC=1C=C(C=CC1Cl)[C@H]1CC[C@H](CC1)SC=1N=NNC1C(=O)O 4-(((cis)-4-(3,4-dichlorophenyl)cyclohexyl)thio)-1H-1,2,3-triazole-5-carboxylic acid